2-(((S)-1-(1H-tetrazol-1-yl)propan-2-yl)oxy)-4-(2-((1-((1r,4r)-4-((2S,6R)-2,6-di-methylmorpholino)cyclohexyl)-3-(thiazol-2-ylmethoxy)-1H-pyrazol-4-yl)amino)pyrimidin-5-yl)benzonitrile N1(N=NN=C1)C[C@H](C)OC1=C(C#N)C=CC(=C1)C=1C=NC(=NC1)NC=1C(=NN(C1)C1CCC(CC1)N1C[C@@H](O[C@@H](C1)C)C)OCC=1SC=CN1